NC=1N=C(SC1C(=O)C1=NC(=NO1)C=1C=NN(C1)C)N(C1=CC=C(C=C1)F)C(C(=O)N)C (N-[4-Amino-5-[3-(1-methylpyrazol-4-yl)-1,2,4-oxadiazol-5-carbonyl]thiazol-2-yl]-4-fluoroanilino)propanamid